decenyl-amine C(=CCCCCCCCC)N